7-chloro-6-fluoro-4-iodo-1-((2-(trimethylsilyl)ethoxy)methyl)-1H-benzo[d][1,2,3]Triazol-5-amine ClC1=C(C(=C(C2=C1N(N=N2)COCC[Si](C)(C)C)I)N)F